ClC1=CC2=C(S1)C1(C[C@@H](NCC1)C)OCC2(O)C(F)(F)F (2'S)-2-chloro-2'-methyl-4-(trifluoromethyl)spiro[5H-thieno[2,3-c]pyran-7,4'-piperidine]-4-ol